5-(6-ethyl-2,6-diazaspiro[3.3]heptan-2-yl)pyridin-2-amine C(C)N1CC2(CN(C2)C=2C=CC(=NC2)N)C1